hydroxypropyl-bis-hydroxyethyl-amine OCCCN(CCO)CCO